C(C)(C)(C)OC(=O)N1CC2(C1)CN(C(C2)C(NCC=2SC=C(C2)C(N)=N)=O)C(CNC(CCCOC2=CC=CC=C2)=O)=O tert-butyl-7-(((4-carbamimidoylthiophen-2-yl)methyl)carbamoyl)-6-((4-phenoxybutanoyl)glycyl)-2,6-diazaspiro[3.4]octane-2-carboxylate